5-[5-[4-fluoro-3-(trifluoromethyl)phenyl]-4,5-dihydro-5-(trifluoromethyl)-3-isoxazolyl]-N-2-propyn-1-yl-8-isoquinolinecarboxamide FC1=C(C=C(C=C1)C1(CC(=NO1)C1=C2C=CN=CC2=C(C=C1)C(=O)NCC#C)C(F)(F)F)C(F)(F)F